C(C)(C)N1NC(CC1C1=CC=CC=C1)=C1C(N(C(N(C1=O)C)=O)C)=O 5-(1-i-propyl-5-phenylpyrazolidin-3-ylidene)-1,3-dimethylbarbituric acid